N-(4-{4-cyano-2-[4-(difluoromethyl)-4H-1,2,4-triazol-3-yl]phenyl}-6-cyclopropyl-2-pyridyl)-5-({(1R,4S)-2-azabicyclo[2.2.1]hept-2-yl}methyl)-1-cyclopropyl-2-oxo-1,2-dihydronicotinamide C(#N)C1=CC(=C(C=C1)C1=CC(=NC(=C1)C1CC1)NC(C=1C(N(C=C(C1)CN1[C@@H]2CC[C@H](C1)C2)C2CC2)=O)=O)C2=NN=CN2C(F)F